FC1=C(C=CC=C1C[C@@H]1N(CC([C@@H]1NS(=O)(=O)CC)(F)F)C(=O)[C@H]1OCC1)C1=CC(=CC=C1)F N-[(2S,3R)-2-[(2,3'-difluoro[1,1'-biphenyl]-3-yl)methyl]-4,4-difluoro-1-((2S)-oxetane-2-carbonyl)pyrrolidin-3-yl]ethanesulfonamide